F[C@H]1CC2=CCCN2C1 (2S)-2-fluorotetrahydro-1H-pyrrolizin